N(=[N+]=[N-])C[C@H]1O[C@H]([C@H]2[C@@H]1OC(O2)(C)C)N2C1=NC=NC(=C1N=C2)NC(C2=CC=CC=C2)=O N-(9-((3aR,4R,6R,6aR)-6-(azidomethyl)-2,2-dimethyltetrahydrofuro[3,4-d][1,3]dioxol-4-yl)-9H-purin-6-yl)benzamide